4-(3-hydroxyphenyl)benzamide OC=1C=C(C=CC1)C1=CC=C(C(=O)N)C=C1